C(C)OC(C(F)(F)C1CC[C@@H](N1C(=O)OC(C)(C)C)C(=O)OC)=O 1-(Tert-butyl) 2-methyl (2R)-5-(2-ethoxy-1,1-difluoro-2-oxoethyl)pyrrolidine-1,2-dicarboxylate